N,N-bis(2-ethylhexyl)-benzotriazole-1-methylamine C(C)C(CN(CN1N=NC2=C1C=CC=C2)CC(CCCC)CC)CCCC